BrC1=CC(=C(C(=N1)OC)NCSNC(C1=CC=CC=C1)=O)Cl N-((6-bromo-4-chloro-2-methoxypyridin-3-yl)aminomethylthio)benzamide